piperidin-2-onyl-(valeramide) N1(C(CCCC1)=O)C(C(=O)N)CCC